(2R)-2-(9H-fluoren-9-ylmethoxycarbonylamino)-3-methyl-3-trityl-sulfanyl-butanoic acid C1=CC=CC=2C3=CC=CC=C3C(C12)COC(=O)N[C@](C(=O)O)(C(C)(C(C1=CC=CC=C1)(C1=CC=CC=C1)C1=CC=CC=C1)C)S